O1CCOC12CCNCCC2 1,4-Dioxa-8-azaspiro[4.6]undecane